ClC1=NC=CC=C1C1=NC(=CC=C1Cl)N 2',3-dichloro-[2,3'-bipyridine]-6-amine